C(C1=CC=CC=C1)NCCCCCCOCCCCC1=CC=CC=C1 N-benzyl-6-(4-phenylbutoxy)hexylamine